C(C)(C)(C)OC(=O)N1C[C@H]([C@@H](CC1)C1=CC=C(C=C1)OC)CNC1=CC=C2CN(C(C2=C1)=O)C(=O)OC(C)(C)C |r| (+/-)-trans-tert-butyl 6-({[1-(tert-butoxycarbonyl)-4-(4-methoxyphenyl)piperidin-3-yl] methyl}amino)-1-oxoisoindoline-2-carboxylate